ethyl 4-iodo-2-(2-methoxypyridin-4-yl)oxazole-5-carboxylate IC=1N=C(OC1C(=O)OCC)C1=CC(=NC=C1)OC